(R)-5-(3-Methylmorpholinyl)indolin-2-one C[C@H]1N(CCOC1)C=1C=C2CC(NC2=CC1)=O